1-(4-(4-chloro-3,5-difluoro-1H-indole-2-carbonyl)piperazin-1-yl)-2-(3,3-difluoroazetidin-1-yl)ethan-1-one ClC1=C2C(=C(NC2=CC=C1F)C(=O)N1CCN(CC1)C(CN1CC(C1)(F)F)=O)F